C(C)(C)OC1=CC=2N(C=C1NC(=O)C=1C=NN3C1N=CC=C3)C=C(N2)C2CCN(CC2)C(=O)OC(C)(C)C tert-butyl 4-[7-isopropoxy-6-(pyrazolo[1,5-a]pyrimidine-3-carbonylamino)imidazo[1,2-a]pyridin-2-yl]piperidine-1-carboxylate